1-(3-(4-Fluoro-3-hydroxy-5-(trifluoromethyl)phenyl)-1H-pyrazolo[3,4-d]pyrimidin-6-yl)-3-methylazetidine-3-carbonitrile FC1=C(C=C(C=C1C(F)(F)F)C1=NNC2=NC(=NC=C21)N2CC(C2)(C#N)C)O